Br.N1=CC=CC=C1 pyridine-HBr